2-(5-amino-2-(furan-2-yl)-7H-pyrazolo[4,3-e][1,2,4]triazolo[1,5-c]pyrimidin-7-yl)-N-benzyl-2-phenylacetamide NC1=NC2=C(C=3N1N=C(N3)C=3OC=CC3)C=NN2C(C(=O)NCC2=CC=CC=C2)C2=CC=CC=C2